2-(methylthio)thioacetic acid CSCC(=S)O